(2-fluorobenzyl)-3-((5-(3-fluorophenyl)pyrimidin-2-yl)amino)benzamide FC1=C(CC2=C(C(=O)N)C=CC=C2NC2=NC=C(C=N2)C2=CC(=CC=C2)F)C=CC=C1